3-(4-methoxyphenyl)-N,N-dimethylacrylamide COC1=CC=C(C=C1)C=CC(=O)N(C)C